(R)-4-[1-(2,3-dihydro-1H-inden-4-yl)ethyl]-1H-imidazole C1CCC2=C(C=CC=C12)[C@@H](C)C=1N=CNC1